(4S,5R)-4-hydroxy-5-((S)-5H-imidazo[5,1-a]isoindol-5-yl)-4,5,6,7-tetrahydrobenzo[d]thiazole-2-carboxamide O[C@H]1[C@H](CCC2=C1N=C(S2)C(=O)N)[C@@H]2N1C(C3=CC=CC=C23)=CN=C1